(2S,4S)-1-tert-butoxycarbonyl-4-[tert-butoxycarbonyl-[6-[[2-ethyl-4-[3-(methylamino)propyl]pyrazol-3-yl]amino]-2-pyridyl]amino]pyrrolidine-2-carboxylic acid C(C)(C)(C)OC(=O)N1[C@@H](C[C@@H](C1)N(C1=NC(=CC=C1)NC=1N(N=CC1CCCNC)CC)C(=O)OC(C)(C)C)C(=O)O